CN1CCN(CC1)CC1=NC(=CC(=C1)N)C(F)(F)F 2-((4-methylpiperazin-1-yl)methyl)-6-(trifluoromethyl)pyridin-4-amine